BrC=1C=C(C=CC1)C(CC#N)=O 3-(3-bromophenyl)-3-oxopropionitrile